9-(2-(5-azaspiro[2.3]hexan-5-yl)pyrimidin-4-yl)-1-(4-chloro-3-fluorophenyl)-1,9-diazaspiro[5.5]undecan-2-one C1CC12CN(C2)C2=NC=CC(=N2)N2CCC1(CCCC(N1C1=CC(=C(C=C1)Cl)F)=O)CC2